5-(6-methyl-2-(3,3,3-trifluoropropoxy)pyrimidin-4-yl)-1,3,4-thiadiazole CC1=CC(=NC(=N1)OCCC(F)(F)F)C1=NN=CS1